2-(3-(1-cyclopropylethyl)-2-hydroxyphenyl)-N-methylpropionamide C1(CC1)C(C)C=1C(=C(C=CC1)C(C(=O)NC)C)O